2,3-Dihydro-2-(tricyclo[3.3.1.13,7]dec-2-yl)-1H-isoindol-1-one C12C(C3CC(CC(C1)C3)C2)N2C(C3=CC=CC=C3C2)=O